(4-bromophenoxy)propane sodium [Na].BrC1=CC=C(OCCC)C=C1